(2R,4S)-N-((S)-1-(((6-amino-2-methylpyridin-3-yl)methyl)amino)-1-oxopropan-2-yl)-4-phenylpiperidine-2-carboxamide di-trifluoroacetate salt FC(C(=O)O)(F)F.FC(C(=O)O)(F)F.NC1=CC=C(C(=N1)C)CNC([C@H](C)NC(=O)[C@@H]1NCC[C@@H](C1)C1=CC=CC=C1)=O